8-((3R,4S)-4-((5-isopropylpyridin-2-yl)oxy)-3-methylpiperidin-1-yl)-5-methyl-6-oxo-5,6-dihydro-1,5-naphthyridine-2-carbonitrile C(C)(C)C=1C=CC(=NC1)O[C@@H]1[C@@H](CN(CC1)C1=CC(N(C=2C=CC(=NC12)C#N)C)=O)C